CCC(CC)OC(CC)CC pentan-3-yloxide